ClC1=CC=C(CNC(=O)NC2=CC=C(C=C2)C(C)N2C(CN(CC2)C)=O)C=C1 1-(4-chloro-benzyl)-3-(4-(1-(4-methyl-2-oxopiperazin-1-yl)ethyl)phenyl)urea